[(3S,4R)-1-benzyl-4-[tert-butyl(dimethyl)silyl]oxy-3-piperidyl]methanol C(C1=CC=CC=C1)N1C[C@H]([C@@H](CC1)O[Si](C)(C)C(C)(C)C)CO